FC(C=1C=C(C=C(C1)NC1=NC(=CC=C1N)C)NC1=NC(=CC=C1N)C)(F)F N2,N2'-(5-(trifluoromethyl)-1,3-phenylene)bis(6-methylpyridine-2,3-diamine)